tert-butyl (3-((4-decylbenzo[d]oxazol-2-yl)amino)propyl)carbamate C(CCCCCCCCC)C1=CC=CC2=C1N=C(O2)NCCCNC(OC(C)(C)C)=O